Cl.CC1=NN2C(C=C(C(=C2)C)N)=C1 2,6-dimethylpyrazolo[1,5-a]pyridin-5-amine hydrochloride